[Si](C1=CC=CC=C1)(C1=CC=CC=C1)(C(C)(C)C)OCC(CN1COCC2=C1N=C(N(C2Cl)[2H])Cl)C 1-(3-((tert-butyldiphenylsilyl)oxy)-2-methylpropyl)-5,7-dichloro-1,4-dihydro-2H-pyrimido[4,5-d][1,3]oxazine-6-d